(S)-3-(4-((4-((S)-2-acetoxy-3-chloropropoxy)phenyl) sulfonyl)phenoxy)propane-1,2-diyl diacetate C(C)(=O)OC[C@H](COC1=CC=C(C=C1)S(=O)(=O)C1=CC=C(C=C1)OC[C@@H](CCl)OC(C)=O)OC(C)=O